ClC1=CC(=C(C=C1)C1C(=C(NC=2N1N=C(C2)CO)C)C(=O)NC=2C=C1C=NNC1=CC2)F 7-(4-chloro-2-fluorophenyl)-2-(hydroxymethyl)-N-(1H-indazol-5-yl)-5-methyl-4,7-dihydropyrazolo[1,5-a]pyrimidine-6-carboxamide